(cyanomethyl)[biphenyl] C(#N)CC1=C(C=CC=C1)C1=CC=CC=C1